(S)-3-(trifluoromethyl)pyrrolidine hydrochloride Cl.FC([C@@H]1CNCC1)(F)F